1-(2-(azepan-1-yl)ethyl)-3-(4-methyl-2-(4-(piperazine-2-carbonyl)piperazin-1-yl)quinolin-6-yl)thiourea N1(CCCCCC1)CCNC(=S)NC=1C=C2C(=CC(=NC2=CC1)N1CCN(CC1)C(=O)C1NCCNC1)C